Bis(3-aminopropyl)dodecylamine NCCCN(CCCCCCCCCCCC)CCCN